tert-butyl (4-((4-cyclopentylphenyl)amino)cyclohexyl)carbamate C1(CCCC1)C1=CC=C(C=C1)NC1CCC(CC1)NC(OC(C)(C)C)=O